ClC=1C=C(C(N(C1)CC1=CC=C(C=C1)Cl)=O)C(=O)O 5-chloro-1-(4-chlorobenzyl)-2-oxo-1,2-dihydropyridine-3-carboxylic acid